N-γ-linolenoyl-threonine C(CCCC\C=C/C\C=C/C\C=C/CCCCC)(=O)N[C@@H]([C@H](O)C)C(=O)O